C[Si](C1=CC=C(C=C1)C(=[Hf](C1C2=CC(=CC=C2C=2C=CC(=CC12)C)C)C1C=CC=C1)C1=CC=C(C=C1)[Si](C)(C)C)(C)C bis(p-trimethylsilyl-phenyl)methylene(cyclopentadienyl)(2,7-dimethyl-9-fluorenyl)hafnium